(1S,2R)-2-aminocyclopentane-1-carboxylic acid 3,5-dinitrobenzyl ester [N+](=O)([O-])C=1C=C(COC(=O)[C@@H]2[C@@H](CCC2)N)C=C(C1)[N+](=O)[O-]